(R)-3-(2-ethynyl-5-(morpholinomethyl)pyridin-4-yl)-10-methyl-9,10,11,12-tetrahydro-8H-[1,4]diazepino[5',6':4,5]thieno[3,2-f]quinolin C(#C)C1=NC=C(C(=C1)C1=NC=2C=CC3=C(C2C=C1)C1=C(S3)CN[C@@H](CN1)C)CN1CCOCC1